4-(3-cyano-2-(4-phenoxyphenyl)-4,5,6,7-tetrahydropyrazolo[1,5-a]pyrimidin-7-yl)piperidine C(#N)C=1C(=NN2C1NCCC2C2CCNCC2)C2=CC=C(C=C2)OC2=CC=CC=C2